5-[4-[6,7-dimethyl-4-[3-(trifluoromethyl)-1-bicyclo[1.1.1]pentanyl]pteridin-2-yl]-3,6-dihydro-2H-pyran-6-yl]-3-methyl-thiazol-2-one CC=1N=C2C(=NC(=NC2=NC1C)C=1CCOC(C1)C1=CN(C(S1)=O)C)C12CC(C1)(C2)C(F)(F)F